methylene(4-methyl-2-(9-methyl-9H-fluoren-9-yl)phenol) C=CC1(C2=CC=CC=C2C=2C=CC=CC12)C1=C(C=CC(=C1)C)O